C(C1=CN=CC=C1)(=O)NC(CCC=CC(=O)[O-])C=O 6-(nicotinamido)-7-oxohept-2-enoate